(S)-5-(3-(1-(8-amino-1-chloroimidazo[1,5-a]pyrazin-3-yl)ethyl)-5-chloro-2-ethoxy-6-methylphenyl)pyridine-2-carboxylic acid NC=1C=2N(C=CN1)C(=NC2Cl)[C@@H](C)C=2C(=C(C(=C(C2)Cl)C)C=2C=CC(=NC2)C(=O)O)OCC